4-(2-(naphthalen-2-ylamino)ethyl)phenol C1=C(C=CC2=CC=CC=C12)NCCC1=CC=C(C=C1)O